FC(CN1N=CC=2C1=NC(=CN2)N2CC1(C2)CN(CCC1)C1=C(C=NC=C1)C(F)(F)F)F 2-[1-(2,2-difluoroethyl)-1H-pyrazolo[3,4-b]pyrazin-6-yl]-6-[3-(trifluoromethyl)pyridin-4-yl]-2,6-diazaspiro[3.5]nonane